N=C1SCC(N1C1=C(C=CC(=C1)OC)C(F)(F)F)=O 2-imino-3-(5-methoxy-2-(trifluoromethyl)phenyl)thiazolidin-4-one